C(#N)C1=C(C=C(C=C1)N1C(N(C2(CCC2)C1=O)C1=CC=C(C=C1)CCCC(=O)N)=S)C(F)(F)F 4-(4-(7-(4-cyano-3-(trifluoromethyl)phenyl)-8-oxo-6-thioxo-5,7-diazaspiro[3.4]oct-5-yl)phenyl)butanamide